2,2-difluorobenzo[d][1,3]dioxole FC1(OC2=C(O1)C=CC=C2)F